2-[(4,4-difluorocyclohexyl)methyl]-N-(2-sulfamoylpyridin-4-yl)-4-(trifluoromethyl)pyrazole-3-carboxamide FC1(CCC(CC1)CN1N=CC(=C1C(=O)NC1=CC(=NC=C1)S(N)(=O)=O)C(F)(F)F)F